3-Amino-8-chloro-4-(7-fluoro-1H-indazol-4-yl)-7-methyl-1H-1,5-naphthyridin-2-one NC=1C(NC2=C(C(=CN=C2C1C1=C2C=NNC2=C(C=C1)F)C)Cl)=O